ClC1=C(C=C(C=C1)C(CCNC12CC(C1)(C2)C2=CC=NC=C2)O)F 1-(4-chloro-3-fluorophenyl)-3-((3-(pyridin-4-yl)bicyclo[1.1.1]pentan-1-yl)amino)propan-1-ol